N-((5-chloro-6-((isoxazol-3-ylmethyl)amino)-1H-indol-2-yl)methyl)azetidine-1-carboxamide ClC=1C=C2C=C(NC2=CC1NCC1=NOC=C1)CNC(=O)N1CCC1